BrC=1C(=NN(C1C)C)OCCCN(C(OC(C)(C)C)=O)C tert-butyl N-[3-(4-bromo-1,5-dimethyl-pyrazoL-3-yl)oxypropyl]-N-methyl-carbamate